ethyl (R)-2-hydroxy-3,3-dimethyl-4-oxobutanoate O[C@@H](C(=O)OCC)C(C=O)(C)C